3,5-Di-tert-butylbenzenesulfonic acid sodium salt [Na+].C(C)(C)(C)C=1C=C(C=C(C1)C(C)(C)C)S(=O)(=O)[O-]